BrC1(NC=CC=C1)C(O)C1=C(C=CC=C1)F (2-bromopyridin-2-yl)(2-fluorophenyl)methanol